C(=O)C1N(C2CN(C1CC2)C(=O)OC(C)(C)C)C(=O)OCC2=CC=CC=C2 O2-benzyl O5-tert-butyl 3-formyl-2,5-diazabicyclo[2.2.2]octane-2,5-dicarboxylate